[N+](=O)([O-])C(C(O)C1=CC=C(C=C1)[N+](=O)[O-])CO 2-nitro-1-(4-nitrophenyl)propane-1,3-diol